O=C1SCC([N-]1)=O 2,4-dioxo-1,3-thiazolidin-3-ide